CN(C)CCOC1=NC=C(C=C1)[N+](=O)[O-] N,N-dimethyl-2-[(5-nitro-2-pyridinyl)oxy]ethylamine